(R)-2-amino-N-(2-oxo-2-((6-(trifluoromethoxy)benzo[d]thiazol-2-yl)amino)ethyl)pent-4-ynamide N[C@@H](C(=O)NCC(NC=1SC2=C(N1)C=CC(=C2)OC(F)(F)F)=O)CC#C